O=C(C(=O)OCC([C@H](C[C@H]1C(NCC1)=O)NC([C@@H](NC(=O)C=1NC2=C(C=C(C=C2C1)F)F)CC1CC1)=O)=O)C1=CC=CC=C1 (3S)-3-{[3-cyclopropyl-N-(5,7-difluoro-1H-indole-2-carbonyl)-L-alanyl]amino}-2-oxo-4-[(3S)-2-oxopyrrolidin-3-yl]butyl oxo(phenyl)acetate